C(C)(=O)N1C(C(C1)OC1=NN(C=C1NC=O)C)(C)C N-(3-((1-acetyl-2,2-dimethyl-azetidin-3-yl)oxy)-1-methyl-1H-pyrazol-4-yl)carboxamide